2,3,4-trimethoxy-6-methylbenzaldehyde COC1=C(C=O)C(=CC(=C1OC)OC)C